3-(3-fluorobenzyl)-6-(4-fluorobenzyl)-2,3,4,6-tetrahydropyrido[3,4-c][1,8]naphthyridin-5(1H)-one FC=1C=C(CN2CC=3C(N(C=4N=CC=CC4C3CC2)CC2=CC=C(C=C2)F)=O)C=CC1